3-guanidino-1H-1,2,4-triazole N(C(=N)N)C1=NNC=N1